3-Amino-4-(3-hydroxy-2,6-dimethylphenyl)-8-(trifluoromethyl)quinoline-2-carboxamide NC=1C(=NC2=C(C=CC=C2C1C1=C(C(=CC=C1C)O)C)C(F)(F)F)C(=O)N